FC1(CCN(CC1)C(=O)C1=CC=C(C=C1)C=1C=C(C2=C(C=C(O2)CNC(C2=CN=C(C=C2)N2C[C@@H](O[C@@H](C2)C)C)=O)C1)C1=CC=C(C=C1)F)F N-((5-(4-(4,4-difluoropiperidine-1-carbonyl)phenyl)-7-(4-fluorophenyl)benzofuran-2-yl)methyl)-6-((2S,6R)-2,6-dimethylmorpholino)nicotinamide